2,2-bis(3-acetamido-4-hydroxyphenyl)hexafluoropropane C(C)(=O)NC=1C=C(C=CC1O)C(C(F)(F)F)(C(F)(F)F)C1=CC(=C(C=C1)O)NC(C)=O